4-(3-bromo-4-oxo-2-(trifluoromethyl)-4H-pyrido[1,2-a]pyrimidin-9-yl)-N-(cyclopropylmethyl)-2-fluoro-N-methylbenzamide BrC1=C(N=C2N(C1=O)C=CC=C2C2=CC(=C(C(=O)N(C)CC1CC1)C=C2)F)C(F)(F)F